N1C=C(C2=CC=CC=C12)CC[C@H]1NCCC=2C=C3C(=CC12)ONO3 (R)-5-(2-(1H-indol-3-yl)ethyl)-5,6,7,8-tetrahydro-[1,3]dioxazolo[4,5-g]isoquinoline